COC1=CC(=CC=C1)N m-Anisidin